CO[Si](OC)(OC)C(CCN)[Si](OC)(OC)OC bis(methoxydimethoxysilyl)propylamine